(R)-6-(3-aminopiperidin-1-yl)-1-(but-2-yn-1-yl)-3-((3,5-dimethylisoxazol-4-yl)methyl)pyrimidine-2,4(1H,3H)-dione N[C@H]1CN(CCC1)C1=CC(N(C(N1CC#CC)=O)CC=1C(=NOC1C)C)=O